N1=C(C=CC=C1)NC(NC(C(=O)N)C)=O 2-(3-(pyridin-2-yl)ureido)propanamide